CN(CCC(C(=O)N)CCCCCCCCCCCCCC)C [2-(dimethylamino)ethyl]palmitamide